FC12CC(C1)(C2)C(C)NCC=2NC1=CC(=CC=C1C2)CNC(=O)C=2N=C1N(C(C2)=O)C=CC=C1 N-[(2-{[(1-(3-fluorobicyclo[1.1.1]pentan-1-yl)ethyl)amino]methyl}-1H-indol-6-yl)methyl]-4-oxo-4H-pyrido[1,2-a]pyrimidine-2-carboxamide